Fumaric acid di-n-butyl ester C(CCC)OC(\C=C\C(=O)OCCCC)=O